C1(=CC=CC=C1)C1C(NCO1)=O 5-phenyl-4-oxazolidinone